2H-PYRAN-4-CARBOXALDEHYDE O1CC=C(C=C1)C=O